1-(4-(3-(trifluoromethyl) benzyl) piperazine-1-carbonyl) naphthalen-2-ylmethanesulfonate C1=C(C=CC2=CC=CC=C12)CS(=O)(=O)OC(=O)N1CCN(CC1)CC1=CC(=CC=C1)C(F)(F)F